ClC1=CC=C(C(=O)NCC=2C=C3CCCN(C3=CC2)C(=O)OCC2=CC=CC=C2)C=C1 benzyl 6-((4-chlorobenzamido)methyl)-3,4-dihydroquinoline-1(2H)-carboxylate